5-benzylbicyclo[2.2.1]hept-2-ene C(C1=CC=CC=C1)C1C2C=CC(C1)C2